O=C1NC(CCC1N1C(C2=CC=CC(=C2C1=O)NCCCCCCCCNC(CC[C@H](N)C(=O)OC)=O)=O)=O methyl N5-(8-((2-(2,6-dioxopiperidin-3-yl)-1,3-dioxoisoindolin-4-yl)amino)octyl)-L-glutaminate